NC1=C(C=C(C=C1C(=O)N)NC1=CC(=CC=C1)Cl)C1=CC=C(C=C1)S(N)(=O)=O 2-amino-5-((3-chlorophenyl)amino)-4'-sulfamoyl-[1,1'-biphenyl]-3-carboxamide